OC(CCN1N=C2C=C(C(=CC2=C1)NC(C1=CC(=CC=C1)S(N)(=O)=O)=O)C=1C=NC=C(C(=O)OC)C1)(C)C methyl 5-(2-(3-hydroxy-3-methylbutyl)-5-(3-sulfamoylbenzamido)-2H-indazol-6-yl)nicotinate